FC(C1=CC=C(CO[C@@H]2CC[C@H](CC2)C(=O)OCC)C=C1)(F)F ethyl trans-4-{[4-(trifluoromethyl)benzyl]oxy}cyclohexane-1-carboxylate